NC(C#N)C=1C=NC=CC1 2-amino-2-(3-pyridinyl)acetonitrile